C(CS(=O)(=O)N)N aminoethanesulfonamide